BrC=1C=CC(=NC1)C1(COC1)C(=O)NC1=CC=C(C=C1)F 3-(5-bromopyridin-2-yl)-N-(4-fluorophenyl)oxetan-3-carboxamide